4-((S)-2-((tert-butoxycarbonyl)amino)-3-((S)-3-(methoxycarbonyl)tetrahydropyridazin-1(2H)-yl)-3-oxopropyl)-1,4-diazacycloheptane-1-carboxylic acid benzyl ester C(C1=CC=CC=C1)OC(=O)N1CCN(CCC1)C[C@@H](C(=O)N1N[C@@H](CCC1)C(=O)OC)NC(=O)OC(C)(C)C